2-chloro-N-(5-(2-((4-(dimethylamino)bicyclo[2.2.2]octan-1-yl)amino)-8-ethylquinazolin-6-yl)-6-ethylpyridin-2-yl)benzenesulfonamide ClC1=C(C=CC=C1)S(=O)(=O)NC1=NC(=C(C=C1)C=1C=C2C=NC(=NC2=C(C1)CC)NC12CCC(CC1)(CC2)N(C)C)CC